ClC=1C=C(C=CC1C)N=C=O 3-Chloro-4-methylphenylisocyanat